[Ru+3].[Cl-].[Cl-].[Cl-].C(CCCCC)=N hexa-animine trichloride ruthenium